C(#N)[C@@H](C[C@@H]1C(NCC1)=O)NC(=O)[C@H]1N([C@H]2CC([C@@H]1CC2)(F)F)C([C@H](CC2CCC2)NC(C(F)(F)F)=O)=O (1R,3S,4R)-N-[(1R)-1-cyano-2-[(3R)-2-oxopyrrolidin-3-yl]ethyl]-2-[(2S)-3-cyclobutyl-2-[(2,2,2-trifluoroacetyl)amino]propanoyl]-5,5-difluoro-2-azabicyclo[2.2.2]octane-3-carboxamide